3-trimethoxysilyl-(3-aminopropoxy)-3,3-dimethyl-1-propenyltrimethoxysilane CO[Si](C(C=C[Si](OCOCCCN)(OC)OC)(C)C)(OC)OC